NCC=1C(=NC(=NC1)C=1C(=NC=NC1OC)C1CC1)NCC1=CC=C(C=C1)C=1N(C=C(N1)C(F)(F)F)C 5-(Aminomethyl)-4'-cyclopropyl-6'-methoxy-N-(4-(1-methyl-4-(trifluoromethyl)-1H-imidazole-2-yl)benzyl)-[2,5'-bipyrimidin]-4-amine